NC1=NC=CC=C1C1=NC=2C(=NC(=CC2)C2=CC=CC=C2)N1C1=CC=C(CNCCC2=CC=C(C=O)C=C2)C=C1 4-(2-((4-(2-(2-aminopyridin-3-yl)-5-phenyl-3H-imidazo[4,5-b]pyridin-3-yl)benzyl)amino)ethyl)benzaldehyde